citric acid, dipotassium salt [K+].[K+].C(CC(O)(C(=O)O)CC(=O)[O-])(=O)[O-]